1,1-bis(4-cyanatophenyl)propane O(C#N)C1=CC=C(C=C1)C(CC)C1=CC=C(C=C1)OC#N